diethylene glycol difuranacrylate O1C(=CC=C1)C=CC(=O)OCCOCCOC(C=CC=1OC=CC1)=O